5-(2,4-dichlorophenyl)-1H-pyrazole-3-carboxylic acid ClC1=C(C=CC(=C1)Cl)C1=CC(=NN1)C(=O)O